6-((2,2'-dimethyl-[1,1'-biphenyl]-4-yl)oxy)-N-methylpyridin-3-amine CC1=C(C=CC(=C1)OC1=CC=C(C=N1)NC)C1=C(C=CC=C1)C